FC1=C(C=CC=C1[N+](=O)[O-])C=1C(=NC=CN1)CN(C(OC(C)(C)C)=O)C tert-butyl ((3-(2-fluoro-3-nitrophenyl)pyrazin-2-yl)methyl)(methyl)carbamate